IC1=CC=C(C=C1)NC(C1=CC=C(C=C1)OC)=O N-(4-iodophenyl)-4-methoxybenzamide